7-((5-(4-hydroxypiperidin-1-yl)pyridin-2-yl)amino)-4-(6-methyl-6H-pyrrolo[2,3-d]pyridazin-3-yl)isoindolin-1-one OC1CCN(CC1)C=1C=CC(=NC1)NC=1C=CC(=C2CNC(C12)=O)C=1C=NC2=CN(N=CC21)C